N1-[2-(dimethylamino)ethyl]-N4-[4-(1H-indol-3-yl)pyrimidin-2-yl]-5-methoxy-N1-methyl-2-nitrobenzene-1,4-diamine CN(CCN(C1=C(C=C(C(=C1)OC)NC1=NC=CC(=N1)C1=CNC2=CC=CC=C12)[N+](=O)[O-])C)C